C(C)C1=C(C=CC=C1)C1=CC=2C(=NC=CC2C=2C=C3C(=NNC3=CC2)N)N1 5-(2-(2-Ethylphenyl)-1H-pyrrolo[2,3-b]pyridin-4-yl)-1H-indazol-3-amine